3-Acetylquinoline C(C)(=O)C=1C=NC2=CC=CC=C2C1